FC=1C=C(C=CC1NC(=O)NC1=CC(=C(C=C1)F)OC)C1=NN=C2N1C1=CC(=C(C=C1N=C2)OC)C(=O)N 1-(3-fluoro-4-(3-(4-fluoro-3-methoxyphenyl)ureido)phenyl)-7-methoxy-[1,2,4]triazolo[4,3-a]quinoxaline-8-carboxamide